(4-(4-methoxyphenyl)piperazin-1-yl)(5-(2,4,5-trifluoro-3-hydroxyphenyl)-1,2,4-oxadiazol-3-yl)methanone COC1=CC=C(C=C1)N1CCN(CC1)C(=O)C1=NOC(=N1)C1=C(C(=C(C(=C1)F)F)O)F